(2-(4-((tert-butoxycarbonyl)amino)-3-fluorophenyl)thiazole-4-carbonyl)serine methyl ester COC([C@@H](NC(=O)C=1N=C(SC1)C1=CC(=C(C=C1)NC(=O)OC(C)(C)C)F)CO)=O